7-(diphenylamino)dibenzo[b,d]furan-4-ol C1(=CC=CC=C1)N(C1=CC2=C(C3=C(O2)C(=CC=C3)O)C=C1)C1=CC=CC=C1